BrC=1C=C(C=C(C1O)Br)C(=O)C1=C(OC2=C1C=CC=C2)CC (3,5-dibromo-4-hydroxyphenyl)-(2-ethyl-3-benzofuranyl)methanone